N-((R)-1-(3-(difluoromethyl)-2-fluorophenyl)ethyl)-7-methoxy-2-methyl-6-(((S)-tetrahydrofuran-3-yl)oxy)pyrido[2,3-d]pyrimidin-4-amine FC(C=1C(=C(C=CC1)[C@@H](C)NC=1C2=C(N=C(N1)C)N=C(C(=C2)O[C@@H]2COCC2)OC)F)F